methyl 4-{4-[(tert-butoxycarbonyl)(methyl)amino]-4-ethylpiperidin-1-yl}-2-ethylindazole-7-carboxylate C(C)(C)(C)OC(=O)N(C1(CCN(CC1)C=1C2=CN(N=C2C(=CC1)C(=O)OC)CC)CC)C